3-methoxy-4-[(trifluoroacetyl)amino]benzoic acid COC=1C=C(C(=O)O)C=CC1NC(C(F)(F)F)=O